3-methylheptaldehyde CC(CC=O)CCCC